BrC1=CC2=CN(N=C2C=C1OC)C1C(CC2(CCN(C2=O)C)CC1)C 8-(5-bromo-6-methoxy-2H-indazol-2-yl)-2,7-dimethyl-2-azaspiro[4.5]decan-1-one